ClC1=CC=C(C=C1)/N=N/C1=C(N(C2=CC=CC=C12)C)C(=O)C1=CC=CC=C1 (E)-(3-((4-chlorophenyl)diazenyl)-1-methyl-1H-indol-2-yl)(phenyl)methanone